tert-butyl ((1S,3R)-3-(2-iodo-6-(2H-1,2,3-triazol-2-yl)-1H-imidazo[4,5-c]pyridin-1-yl)cyclohexyl)carbamate IC=1N(C2=C(C=NC(=C2)N2N=CC=N2)N1)[C@H]1C[C@H](CCC1)NC(OC(C)(C)C)=O